N1=CC=C(C=C1)C1=C(N=CO1)C1=CC=C(OCC2=NC3=CC=CC=C3C=C2)C=C1 2-((4-(5-(pyridin-4-yl)oxazol-4-yl)phenoxy)methyl)quinoline